CO[Si]1(SCCC1)OC 2,2-dimethoxy-1-thia-silacyclopentane